4-(((2S,3R,4R)-1-acetyl-2-cyclopropyl-6-fluoro-3-methyl-1,2,3,4-tetrahydroquinolin-4-yl)amino)benzamide C(C)(=O)N1[C@H]([C@@H]([C@H](C2=CC(=CC=C12)F)NC1=CC=C(C(=O)N)C=C1)C)C1CC1